N-(4-((3,3-difluorocyclohexyl)methoxy)-3-fluorophenyl)acrylamide FC1(CC(CCC1)COC1=C(C=C(C=C1)NC(C=C)=O)F)F